C(CCCCCCCC)C=1C(=C(C=CC1)O)CCCCCCCCCOC1=CC=CC=C1 nonyl-phenoxynonylphenol